FC(C=1C=CC(=NC1)O[C@H]1CN(CC1)C1=C(C#N)C=CC=C1)(F)F (R)-2-(3-(5-(trifluoromethyl)pyridin-2-yloxy)pyrrolidin-1-yl)benzonitrile